4-[5-(2-aminoethyl)pyridin-2-yl]-3-(2-methyl-6-phenylpyrimidin-4-yl)oxybenzonitrile NCCC=1C=CC(=NC1)C1=C(C=C(C#N)C=C1)OC1=NC(=NC(=C1)C1=CC=CC=C1)C